7-(3-fluoro-4-((3-methoxypropyl)carbamoyl)-benzyl)-N-((3R,4S)-3-hydroxytetrahydro-2H-pyran-4-yl)-4-methoxy-2,3-dihydro-1H-indene-5-carboxamide FC=1C=C(CC=2C=C(C(=C3CCCC23)OC)C(=O)N[C@@H]2[C@H](COCC2)O)C=CC1C(NCCCOC)=O